CC1=C(C=CC(=C1)CCN1CCC(CC1)C1=NC2=C(N1CCOCC)C=CC=C2)C(C(=O)O)(C)C methyl-4-[2-[4-[1-(2-ethoxyethyl)-1H-2-benzimidazolyl]-1-piperidinyl]-ethyl]-α,α-dimethylphenylacetic acid